3-[6-(3-hydroxyprop-1-ynyl)-2-oxo-benzo[cd]indol-1-yl]piperidine-2,6-dione OCC#CC=1C=2C3=C(C(N(C3=CC1)C1C(NC(CC1)=O)=O)=O)C=CC2